3-oxo-1-phenyl-1,3-dihydroisobenzofuran O=C1OC(C2=CC=CC=C12)C1=CC=CC=C1